(1S,5S,6R,7R)-6-fluoro-7-(methylamino)-3-oxa-9-azabicyclo[3.3.1]nonane-9-carboxylic acid tert-butyl ester C(C)(C)(C)OC(=O)N1[C@@H]2COC[C@H]1[C@@H]([C@@H](C2)NC)F